COC=1C=C(CN2C(=NC3=C2C=CC(=C3)N3CCN(CC3)C)N)C=CC1OCC=1C=NC(=CC1)OC 1-(3-methoxy-4-((6-methoxypyridin-3-yl)methoxy)benzyl)-5-(4-methylpiperazin-1-yl)-1H-benzo[d]imidazol-2-amine